2-[[2-methyl-3-(trifluoromethyl)phenyl]amino]-3-picolinic acid CC1=C(C=CC=C1C(F)(F)F)NC1=NC=CC=C1C(=O)O